[[4-Amino-5-(4-chlorobenzoyl)thiazol-2-yl]-[6-(trifluoromethoxy)-3-pyridyl]amino]propanamid NC=1N=C(SC1C(C1=CC=C(C=C1)Cl)=O)N(C=1C=NC(=CC1)OC(F)(F)F)C(C(=O)N)C